7-{3-[6-(4-Carboxy-butyl)-2-oxo-hexahydro-thieno[3,4-d]imidazol-3-yl]-3-oxo-propylcarbamoyl}-heptanoic acid 2,5-dioxo-pyrrolidin-1-yl ester O=C1N(C(CC1)=O)OC(CCCCCCC(NCCC(=O)N1C(NC2C1CSC2CCCCC(=O)O)=O)=O)=O